C(C1=CC=CC=C1)OC=1C=C2CCNC(C2=CC1OC)\C=C\C1=C(C=CC(=C1)C1=CC(=NC=C1)OC)C 6-(benzyloxy)-7-methoxy-1-{(E)-2-[5-(2-methoxypyridin-4-yl)-2-methylphenyl]ethenyl}-1,2,3,4-tetrahydroisoquinoline